propargyl-3'-deoxyinosine C(C#C)[C@@]1([C@H](O)C[C@@H](CO)O1)N1C=NC=2C(O)=NC=NC12